COC(=O)C1=CC2=C(NC=N2)C=C1 1H-1,3-benzodiazole-5-carboxylic acid methyl ester